ClC=1C=C2CC(N(C2=CC1)CC(=O)N)=O 2-(5-chloro-2-oxo-2,3-dihydro-1H-indol-1-yl)acetamide